(7S,8aR)-2-(2,3-dichloro-6-hydroxyphenyl)-7-[(3-hydroxyazetidin-1-yl)methyl]-hexahydro-1H-indolizin-5-one ClC1=C(C(=CC=C1Cl)O)C1C[C@H]2C[C@@H](CC(N2C1)=O)CN1CC(C1)O